3,5,7-trihydroxy-2-(4-hydroxy-3-methoxyphenyl)-4H-chromen-4-one OC1=C(OC2=CC(=CC(=C2C1=O)O)O)C1=CC(=C(C=C1)O)OC